NC=1C2=C(N=CN1)N(C=C2C#CC2=CC1=C(N(C=N1)C)C=C2Cl)[C@H]2C[C@@H](N(C2)C(C=C)=O)COC 1-[(2R,4S)-4-[4-Amino-5-[2-(6-chloro-1-methyl-1,3-benzodiazol-5-yl)ethynyl]pyrrolo[2,3-d]pyrimidin-7-yl]-2-(methoxymethyl)pyrrolidin-1-yl]prop-2-en-1-one